[Cl-].C(CCCCCCCCCCC)[NH2+]C N-lauryl-N-methyl-ammonium chloride